((3R,5R)-5-(2,4-dioxo-3,4-dihydropyrimidin-1(2H)-yl)-4,4-difluoro-3-((4-methoxyphenyl)diphenylmethoxy)tetrahydrofuran-2,2-diyl)bis(methylene) bis(trifluoromethanesulfonate) FC(S(=O)(=O)OCC1(O[C@H](C([C@@H]1OC(C1=CC=CC=C1)(C1=CC=CC=C1)C1=CC=C(C=C1)OC)(F)F)N1C(NC(C=C1)=O)=O)COS(=O)(=O)C(F)(F)F)(F)F